The molecule is a indole alkaloid comprising two indole-derived polycyclic moieties joined by a cyclic ether linkage. It has a role as an EC 3.1.1.7 (acetylcholinesterase) inhibitor. It is an indole alkaloid, an organic heterotetracyclic compound, an organic heteropentacyclic compound and a methyl ester. It derives from a hydride of a corynan. CC[C@@H]1CN2CC[C@@]34[C@@H]2C[C@@H]1[C@H]5[C@@H]3N([C@@H](OC5)[C@@H]([C@H]\\6C[C@H]7C8=C(CCN7C/C6=C/C)C9=CC=CC=C9N8)C(=O)OC)C1=CC=CC=C41